tert-butyl 3-bromo-2-((tert-butoxycarbonyl)oxy)-6-((2-fluoroethoxy)methyl)benzoate BrC=1C(=C(C(=O)OC(C)(C)C)C(=CC1)COCCF)OC(=O)OC(C)(C)C